ClC=1C=C2C=C(NC2=CC1OCC1=CC(=NO1)C)CNC(C(C)C#N)=O N-((5-chloro-6-((3-methylisoxazol-5-yl)methoxy)-1H-indol-2-yl)methyl)-2-cyanopropanamide